CC1CN(C=2C=CC3=C(C12)C=CC=C3C(F)(F)F)C(N)=N 1-methyl-6-(trifluoromethyl)-1,2-dihydro-3H-benzo[e]indole-3-carboximidamide